CN(S(=O)(=O)C)C1=NC=CC=C1CNC1=NC(=NC=C1C(F)(F)F)NC1=CC=NC=C1 N-methyl-N-[3-({[2-(pyridin-4-ylamino)-5-(trifluoromethyl)pyrimidin-4-yl]amino}methyl)pyridin-2-yl]methanesulfonamide